1-(4-((6-amino-2-butoxy-8-oxo-7,8-dihydro-9H-purin-9-yl)methyl)benzyl)piperidine NC1=C2NC(N(C2=NC(=N1)OCCCC)CC1=CC=C(CN2CCCCC2)C=C1)=O